1,6-bis((dibenzylthiocarbamoyl)disulphanyl)hexane C(C1=CC=CC=C1)N(C(=S)SSCCCCCCSSC(N(CC1=CC=CC=C1)CC1=CC=CC=C1)=S)CC1=CC=CC=C1